(S)-2-amino-4-(3,4-bis(trifluoromethyl)phenyl)butanoic acid N[C@H](C(=O)O)CCC1=CC(=C(C=C1)C(F)(F)F)C(F)(F)F